4-[(1S,3S)-2,2-dimethyl-3-{5-[3-(trifluoromethyl)phenyl]-1,3,4-oxadiazol-2-yl}cyclopropyl]benzenesulfonamide CC1([C@H]([C@@H]1C=1OC(=NN1)C1=CC(=CC=C1)C(F)(F)F)C1=CC=C(C=C1)S(=O)(=O)N)C